6-((2-ethoxy-2-oxo-N-(2-oxoethyl)acetamido)methyl)-3-phenylpyridazine 1-oxide C(C)OC(C(=O)N(CC=O)CC1=CC=C(N=[N+]1[O-])C1=CC=CC=C1)=O